2-amino-2-cyclopropylacetaldehyde O-(2-oxo-2-(4-(5-(trifluoromethyl)pyrimidin-2-yl)Piperazine-1-yl)ethyl) oxime O=C(CON=CC(C1CC1)N)N1CCN(CC1)C1=NC=C(C=N1)C(F)(F)F